NCC1CCC(CC1)C(N[C@@H](C(NCCCC[C@H](NC(N[C@@H](CCC(=O)O)C(=O)O)=O)C(=O)O)=O)CC1=CC=C2C=CC=NC2=C1)=O (3R,10S,14S)-1-[(1r,4S)-4-(aminomethyl)cyclohexyl]-1,4,12-trioxo-3-[(quinolin-7-yl)methyl]-2,5,11,13-tetraazahexadecane-10,14,16-tricarboxylic acid